CN1CCN(CC1)C=1C=C2CN(CC2=CC1)C1=NC=CC(=N1)C1=NC=CC(=N1)\C=C\C1=CC=NC=C1 5-(4-Methylpiperazin-1-yl)-2-[4-[4-[(E)-2-(4-pyridyl)vinyl]pyrimidin-2-yl]pyrimidin-2-yl]isoindoline